1-(3,3-diphenylallyl)-2-methyl-1,2,3,4-tetrahydroquinoline C1(=CC=CC=C1)C(=CCN1C(CCC2=CC=CC=C12)C)C1=CC=CC=C1